FC=1C=C(OC1)C#N 4-fluorofuran-2-carbonitrile